((ethoxycarbonyl)amino)-3-methylbenzoic acid C(C)OC(=O)NC1=C(C(=O)O)C=CC=C1C